CC1=CC=C(C=C1)S(F)(F)(F)(F)F p-tolylsulfur pentafluoride